NC1=NC=NN2C1=CC=C2[C@](C(F)F)([C@H]([C@H]([C@@H](COCC2=CC=CC=C2)O)OCC2=CC=CC=C2)OCC2=CC=CC=C2)O (2R,3S,4S,5R)-2-(4-Aminopyrrolo[2,1-f][1,2,4]triazin-7-yl)-3,4,6-tris(benzyloxy)-1,1-difluorohexane-2,5-diol